6-(1-hydroxy-5-methoxy-3H-2,1-benzoxaborole-6-yl)-4-methylphthalazin-1-amine OB1OCC2=C1C=C(C(=C2)OC)C=2C=C1C(=NN=C(C1=CC2)N)C